BrC=1C=C(C=C2C(C=C(OC12)SCC)=O)C 8-bromo-2-ethylsulfanyl-6-methyl-chromen-4-one